5-(2-(((3R,4S)-3-fluoro-1-((1-methyl-1H-imidazol-4-yl)sulfonyl)piperidin-4-yl)amino)-5-(trifluoromethyl)pyrimidin-4-yl)thiophene-3-carboxamide F[C@@H]1CN(CC[C@@H]1NC1=NC=C(C(=N1)C1=CC(=CS1)C(=O)N)C(F)(F)F)S(=O)(=O)C=1N=CN(C1)C